methoxyl(Bromo-3-propyl)-benzene O(C)C1=C(C=CC=C1)C(CC)Br